(7R,8R)-7-Mercapto-1,4-dioxa-spiro[4.5]decan-8-ol S[C@@H]1CC2(OCCO2)CC[C@H]1O